C1=CC=C2C(=C1)C=CC=C2C#N naphthalenecarbonitrile